4-(1-carbamimidoyl-1,2,3,6-tetrahydro-pyridin-4-yl)-N-[4-(1-carbamimidoyl-1,2,3,6-tetrahydro-pyridin-4-yl)-2,3-difluoro-phenyl]-2-methyl-benzamide C(N)(=N)N1CCC(=CC1)C1=CC(=C(C(=O)NC2=C(C(=C(C=C2)C=2CCN(CC2)C(N)=N)F)F)C=C1)C